(3R)-4-amino-N-((6-chloro-3-pyridazinyl)methyl)-N-((2R)-1-methoxy-2-propanyl)-3-methyl-1,3-dihydrofuro[3,4-c]quinoline-8-carboxamide NC1=NC=2C=CC(=CC2C2=C1[C@H](OC2)C)C(=O)N([C@@H](COC)C)CC=2N=NC(=CC2)Cl